(RS)-N,N-dimethyl-2-(1-phenyl-1-pyridin-2-yl-ethoxy)-ethylamine CN(C)CCO[C@@](C)(C1=NC=CC=C1)C1=CC=CC=C1 |r|